N(=C=O)C1(CCC(CC1)(N=C=O)C)C 1,4-diisocyanato-dimethylcyclohexane